CN(CCN(C=1C(=CC(=C(C1)OC)NC1=NC=CC(=N1)N1C=CC2=C(C=CC=C12)F)N)C)C N1-(2-(Dimethylamino)ethyl)-N4-(4-(4-fluoro-1H-indol-1-yl)pyrimidin-2-yl)-5-methoxy-N1-methylbenzene-1,2,4-triamine